N1=CC(=CC=C1)CNC(=O)NC1=CC=C(C=C1)S(=O)(=O)N1CCN(CC1)C1=NC(=CC=C1)C(F)(F)F 1-(pyridin-3-ylmethyl)-3-(4-{4-[6-(trifluoromethyl)pyridin-2-yl]piperazine-1-sulfonyl}phenyl)urea